CC1=CC(=NN1)NC=1C2=C(N=C(N1)NC1C3CC4(CC(CC1C4)C3)O)NC=C2 trans-4-[[4-[(5-methyl-1H-pyrazol-3-yl)amino]-7H-pyrrolo[2,3-d]pyrimidin-2-yl]amino]adamantan-1-ol